3-bromo-2-ethyl-6-(4-methoxyphenyl)-2H-indazole BrC=1N(N=C2C=C(C=CC12)C1=CC=C(C=C1)OC)CC